CC(C)(C)OC(=O)N1C(COCC1)CN.FC1=C(C(=CC=C1)F)C1=CC(=C(N=N1)C(=O)N)NC1=CC=C(C=C1)C1(COC1)OC 6-(2,6-difluorophenyl)-4-((4-(3-methoxyoxetan-3-yl)phenyl)amino)pyridazine-3-carboxamide 1,1-dimethylethyl-3-(aminomethyl)-4-morpholinecarboxylate